C1(CC1)N1N=CC(=C1)[C@H]1CN(CCO1)C=1N=C(C2=C(N1)N=CC=C2C)C2=C(C=C(C=C2)F)F 2-((2S)-2-(1-cyclopropyl-1H-pyrazol-4-yl)-4-morpholinyl)-4-(2,4-difluorophenyl)-methylpyrido[2,3-d]pyrimidine